CN1CC(OB(OC(C1)=O)[C@@H]1[C@H](C1)C(F)(F)F)=O |r| racemic-6-methyl-2-((1S,2S)-2-(trifluoromethyl)cyclopropyl)-1,3,6,2-dioxazaborocane-4,8-dione